3-(4-(2-amino-7-azaspiro[3.5]nonan-7-yl)-3-methyl-2-oxo-2,3-dihydro-1H-benzo[d]imidazol-1-yl)piperidine-2,6-dione NC1CC2(C1)CCN(CC2)C2=CC=CC=1N(C(N(C12)C)=O)C1C(NC(CC1)=O)=O